4-(2-(trifluoromethyl)oxetan-2-yl)benzamide 9-fluoro-1-octylnonyl-8-{(2-hydroxyethyl)[5-(1-octylnonyloxycarbonyl)pentyl]amino}octanoate FCCCCCCCCC(CCCCCCCC)OC(CCCCCCCN(CCCCCC(=O)OC(CCCCCCCC)CCCCCCCC)CCO)=O.FC(C1(OCC1)C1=CC=C(C(=O)N)C=C1)(F)F